1-(3-fluorobenzyl)-6-(4-methoxy-5H-pyrrolo[3,2-d]pyrimidin-5-yl)-2-(1-methyl-1H-pyrazol-4-yl)-1H-imidazo[4,5-b]pyridine FC=1C=C(CN2C(=NC3=NC=C(C=C32)N3C=CC=2N=CN=C(C23)OC)C=2C=NN(C2)C)C=CC1